5-((6-bromo-3-isopropyl-3H-imidazo[4,5-c]pyridin-4-yl)amino)-N-ethyl-3,4-difluoro-methylbenzamide BrC1=CC2=C(C(=N1)NC=1C(=C(C(=C(C(=O)NCC)C1)C)F)F)N(C=N2)C(C)C